2,6,7,8-tetrahydro-1H-pyrrolo[2,3-e][1,2,4]triazolo[4,3-a]pyridin-1-one TFA salt OC(=O)C(F)(F)F.C1(NN=C2N1C1=C(C=C2)NCC1)=O